C(C)(=O)[N-]S(=O)(=O)O.[K+] Potassium acetyl-sulfoamide